COC1=CC=C(C=C1)N(S(=O)(=O)C1=CC=C(C(=O)NC=2SC=C(N2)C2=NC=CC=C2)C=C1)C 4-(N-(4-methoxyphenyl)-N-methylsulfamoyl)-N-(4-(pyridin-2-yl)thiazol-2-yl)benzamide